Methyl 5-(furan-2-yl)-2H-1,2,6-thiadiazine-3-carboxylate 1,1-dioxide O1C(=CC=C1)C=1C=C(NS(N1)(=O)=O)C(=O)OC